CN(CCN(C1=C(C=C(C=C1)NC1=NC=C(C(=N1)C1=CNC2=C(C=CC=C12)C)F)[N+](=O)[O-])C)C N1-(2-(dimethylamino)ethyl)-N4-(5-fluoro-4-(7-methyl-1H-indol-3-yl)pyrimidin-2-yl)-N-methyl-2-nitrobenzene-1,4-diamine